O[C@@H]1[C@H](CCCC1)NC=1C=CC=2N(N1)C(=CN2)C#N 6-{[(1S,2S)-2-hydroxycyclohexyl]amino}imidazo[1,2-b]pyridazine-3-carbonitrile